tert-butyl 2-[(3S)-3-(hydroxymethyl)piperazin-1-yl]-5H,6H,7H,8H-pyrido[4,3-d]pyrimidine-6-carboxylate OC[C@@H]1CN(CCN1)C=1N=CC2=C(N1)CCN(C2)C(=O)OC(C)(C)C